C(C1=CC=CC=C1)OC1=C(C(=C(C(=O)O)C=C1OCC1=CC=CC=C1)F)OC 4,5-bis(benzyloxy)-2-fluoro-3-methoxybenzoic acid